(4-(4-cyanophenyl)piperidine-1-carbonyl)-2,4-diethylbenzoyl-hydrazine C(#N)C1=CC=C(C=C1)C1CCN(CC1)C(=O)N(N)C(C1=C(C=C(C=C1)CC)CC)=O